O1C(=NC=C1)CCC(=O)O 3-(oxazol-2-yl)propanoic acid